6-(4-(5-((7-(cyclopropylamino)-4-oxo-3,4-dihydrophthalazin-1-yl)methyl)-2-fluorobenzoyl)piperazin-1-yl)nicotinonitrile C1(CC1)NC1=CC=C2C(NN=C(C2=C1)CC=1C=CC(=C(C(=O)N2CCN(CC2)C2=NC=C(C#N)C=C2)C1)F)=O